COC1=CC=2N(C=C1)C(=NC2)CC(C)N 1-(7-methoxyimidazo[1,5-a]pyridin-3-yl)propan-2-amine